FC1=C(C(=CC=C1C=1C=NN(C1)C(C)C)O)N1CC(NS1(=O)=O)=O 5-(2-fluoro-6-hydroxy-3-(1-isopropyl-1H-pyrazol-4-yl)phenyl)-1,2,5-thiadiazolidin-3-one 1,1-dioxide